N-((1R,5S,6s)-3-(5-(3-cyano-6-(1-methyl-1H-pyrazol-4-yl)pyrazolo[1,5-a]pyridin-4-yl)pyridin-2-yl)-3-azabicyclo[3.1.0]hexan-6-yl)-5-fluoro-2-methylbenzamide C(#N)C=1C=NN2C1C(=CC(=C2)C=2C=NN(C2)C)C=2C=CC(=NC2)N2C[C@@H]1C([C@@H]1C2)NC(C2=C(C=CC(=C2)F)C)=O